CC1([C@@H](COC1)N1C(=NC2=C1C=C(C=C2)C(=O)O)CC2=CC(=C(C=C2)C2=NC(=CC=C2)OCC=2SC(=NN2)OC)F)C (S)-1-(4,4-dimethyltetrahydrofuran-3-yl)-2-(3-fluoro-4-(6-((5-methoxy-1,3,4-thiadiazol-2-yl)methoxy)pyridin-2-yl)benzyl)-1H-benzo[d]imidazole-6-carboxylic acid